2-nitro-1-(2,3,6-trifluorophenyl)ethan-1-ol [N+](=O)([O-])CC(O)C1=C(C(=CC=C1F)F)F